C(CC(O)(C(=O)O)CC(=O)O)(=O)O.O=C(CC#N)N1CCCCC1 beta-oxo-1-piperidinepropionitrile citrate